N-(1-(4-methoxybenzyl)-4-(morpholin-2-ylmethoxy)-3-(pyridazin-4-yl)-1H-pyrazol-5-yl)-3-(3,4,5-trifluorophenyl)propanamide COC1=CC=C(CN2N=C(C(=C2NC(CCC2=CC(=C(C(=C2)F)F)F)=O)OCC2CNCCO2)C2=CN=NC=C2)C=C1